2-chloro-4-(5-((4-(cyclohexyloxy)benzyl)carbamoyl)-1,2,4-oxadiazol-3-yl)-6-methylbenzoic acid ClC1=C(C(=O)O)C(=CC(=C1)C1=NOC(=N1)C(NCC1=CC=C(C=C1)OC1CCCCC1)=O)C